N-[(2S,3R)-4,4-difluoro-2-[(2-fluoro-3'-methyl[1,1'-biphenyl]-3-yl)methyl]-1-(oxetane-2-carbonyl)pyrrolidin-3-yl]cyclopropanesulfonamide FC1([C@@H]([C@@H](N(C1)C(=O)C1OCC1)CC=1C(=C(C=CC1)C1=CC(=CC=C1)C)F)NS(=O)(=O)C1CC1)F